(R) or (S)-2-(4-((4-(Aminomethyl)pyridin-2-yl)oxy)-1H-indol-1-yl)-1-(3-hydroxy-3-(trifluoromethyl)piperidin-1-yl)ethan-1-one hydrochloride Cl.NCC1=CC(=NC=C1)OC1=C2C=CN(C2=CC=C1)CC(=O)N1C[C@](CCC1)(C(F)(F)F)O |o1:24|